tert-Butyl (1S,4S,6R)-6-(difluoromethyl)-3-oxo-2-azabicyclo[2.2.1]heptane-2-carboxylate FC([C@@H]1C[C@@H]2C(N([C@H]1C2)C(=O)OC(C)(C)C)=O)F